(benzo[h]quinoline) iridium (III) [Ir+3].N1=CC=CC2=CC=C3C(=C12)C=CC=C3